C(#N)C=1C(=NC=C(C1)Cl)OCCCCOC1=C(C=C(C=C1Cl)OCC=C(Cl)Cl)Cl 3-cyano-5-chloro-2-(4-(2,6-dichloro-4-(3,3-dichloroallyloxy)phenoxy)butoxy)pyridine